FC1=C(C(=C(C=C1OC)OC)F)N1C(N(C2=C(C1)C=NC1=C2C=C(N1)CN1CCOCC1)CC)=O 3-(2,6-difluoro-3,5-dimethoxyphenyl)-1-ethyl-8-(morpholin-4-ylmethyl)-1,3,4,7-tetrahydro-2H-pyrrolo[3',2':5,6]pyrido[4,3-d]pyrimidin-2-one